ClC=1C=C2C(N(C(O2)=O)CC2=CC=C(C=C2)Cl)=C(C1)C(=O)N[C@@H](C)C1=CC=C(C(=O)O)C=C1 4-((1S)-1-{[6-chloro-3-(4-chlorobenzyl)-2-oxo-2,3-dihydrobenzoxazole-4-carbonyl]amino}ethyl)benzoic acid